tert-butyl (S)-(1-(4-methyl-3-((1-(7-(thiazol-2-yl)quinolin-5-yl)cyclopropyl) carbamoyl)phenoxy)propan-2-yl)carbamate CC1=C(C=C(OC[C@H](C)NC(OC(C)(C)C)=O)C=C1)C(NC1(CC1)C1=C2C=CC=NC2=CC(=C1)C=1SC=CN1)=O